sulfophenyl-azochromic acid S(=O)(=O)(O)C1=C(C=CC=C1)N=N[Cr](=O)(=O)(O)O